C(C)(C)(C)C(C([NH3+])(C(C)(C)C)C(C)(C)C)(CCCCCCCCCC)C(C)(C)C tetra-t-butyldodecylammonium